8-methoxy-2,6,6,9-tetramethyl-6H-benzo[c]chromen-3-amine COC=1C(=CC2=C(C(OC3=CC(=C(C=C23)C)N)(C)C)C1)C